3-methyl-6,7-dihydro-5H-cyclopenta[b]pyridin-2-amine CC=1C=C2C(=NC1N)CCC2